nonafluoro-n-hexylsilane FC(C(C([SiH3])(F)F)(F)F)(CCC(F)(F)F)F